C(C)(C)(C)C=1C=C(C=C(C1O)C(C)(C)C)CCC(=O)OCCSCCOC(CCC1=CC(=C(C(=C1)C(C)(C)C)O)C(C)(C)C)=O thiodiethyleneglycol bis[3-(3,5-di-t-butyl-4-hydroxyphenyl) propionate]